sodium 2,6-naphthalenedisulfonate methyl-2-[[5-[8-(5-acetyl-1-tetrahydropyran-4-yl-6,7-dihydro-4H-pyrazolo[4,3-c]pyridin-3-yl)-3-isoquinolyl]-2-pyridyl]methoxy]pyrimidine-5-carboxylate COC(=O)C=1C=NC(=NC1)OCC1=NC=C(C=C1)C=1N=CC2=C(C=CC=C2C1)C1=NN(C2=C1CN(CC2)C(C)=O)C2CCOCC2.C2=C(C=CC1=CC(=CC=C21)S(=O)(=O)[O-])S(=O)(=O)[O-].[Na+].[Na+]